dimethoxy(ethyl)silane sodium neon [Ne].[Na].CO[SiH](CC)OC